N1([C@H]2[C@@H](N(CC1)C(=O)OC(C)(C)C)COC2)C(=O)OCC2=CC=CC=C2 |r| rac-1-benzyl 4-(tert-butyl) (4aR,7aS)-hexahydrofuro[3,4-b]pyrazine-1,4-dicarboxylate